(2S)-2-(tert-Butoxycarbonylamino)-3,3-dicyclohexyl-propionic acid (2,5-dioxopyrrolidin-1-yl) ester O=C1N(C(CC1)=O)OC([C@H](C(C1CCCCC1)C1CCCCC1)NC(=O)OC(C)(C)C)=O